methyl 2,5-dichloro-4-fluoronicotinate ClC1=C(C(=O)OC)C(=C(C=N1)Cl)F